2-((((S)-6-(4,5-difluorobenzo[d]thiazol-7-yl)-2-((S)-2,2-dimethylcyclopropane-1-carbonyl)-2,6-diazaspiro[3.4]octan-8-yl)methoxy)methyl)-6-(4,4-difluorocyclohexyl)benzoic acid FC1=C(C=C(C2=C1N=CS2)N2CC1(CN(C1)C(=O)[C@@H]1C(C1)(C)C)[C@@H](C2)COCC2=C(C(=O)O)C(=CC=C2)C2CCC(CC2)(F)F)F